(R)-(+)-1-phenylethanol acetate C(C)(=O)O[C@H](C)C1=CC=CC=C1